O=C(NCCOCCOCCOCCOCCC(=O)O)CCCC#C 17-oxo-4,7,10,13-tetraoxa-16-azadocos-21-ynoic acid